CNC=1C2=C(N=CN1)N(C=C2)[C@H]2[C@@H]([C@@H]([C@@H](C2)CNCC2CNCCO2)O)O (1R,2S,3R,5S)-3-(4-(methylamino)-7H-pyrrolo[2,3-d]pyrimidin-7-yl)-5-(((morpholin-2-ylmethyl)amino)methyl)cyclopentane-1,2-diol